(2E)-2,4-undecadienal C(\C=C\C=CCCCCCC)=O